2-methyl-3,4-thiophenedicarboxylic acid diethyl ester C(C)OC(=O)C1=C(SC=C1C(=O)OCC)C